(R)-4-(2-(4-(3-((5-chloro-4-(1H-indol-3-yl)pyrimidine-2-yl)amino)pyrrolidin-1-yl)piperidin-1-yl)-2-oxoethyl)-4-hydroxypiperidine-1-carboxylic acid tert-butyl ester C(C)(C)(C)OC(=O)N1CCC(CC1)(O)CC(=O)N1CCC(CC1)N1C[C@@H](CC1)NC1=NC=C(C(=N1)C1=CNC2=CC=CC=C12)Cl